N1=CC(=CC=C1)C(CC(=O)O)C1(CC1)C(F)(F)F 3-(pyridin-3-yl)-3-[1-(trifluoromethyl)cyclopropyl]propanoic acid